ClC=1C=CC=C2C(=C(C=NC12)C#N)N[C@H](C)C1=CC=CC=C1 8-chloro-4-(((R)-1-phenylethyl)amino)quinoline-3-carbonitrile